CC(CNC(=O)C1=NN(C=N1)CC=1SC(=CC1)C1=NOC(=N1)C(F)(F)F)(C)C N-(2,2-dimethylpropyl)-1-[[5-[5-(trifluoromethyl)-1,2,4-oxadiazol-3-yl]-2-thienyl]methyl]-1,2,4-triazole-3-carboxamide